camphan C12(CCC(CC1)C2(C)C)C